4-{[2-{4-[5-chloro-2-(4-chloro-1H-1,2,3-triazol-1-yl)phenyl]-5-methoxy-2-oxopyridin-1(2H)-yl}pentanoyl]amino}-2-fluorobenzamide ClC=1C=CC(=C(C1)C1=CC(N(C=C1OC)C(C(=O)NC1=CC(=C(C(=O)N)C=C1)F)CCC)=O)N1N=NC(=C1)Cl